tert-butyl 4-[[[(3S,7aR,9S,11aR)-3-isopropyl-5-oxo-3,6,7,7a,8,9,10,11-octahydro-2H-oxazolo[2,3-j]quinolin-9-yl]-[[4-(trifluoromethyl)phenyl]methyl]amino]methyl]piperidine-1-carboxylate C(C)(C)[C@H]1CO[C@@]23CC[C@@H](C[C@H]3CCC(N21)=O)N(CC2=CC=C(C=C2)C(F)(F)F)CC2CCN(CC2)C(=O)OC(C)(C)C